(3aR,5s,6aS)-N-[6-(2-chloro-5-fluoro-phenyl)pyridazin-3-yl]-2-(cyclohexylmethyl)-3,3a,4,5,6,6a-hexahydro-1H-cyclopenta[c]pyrrol-5-amine ClC1=C(C=C(C=C1)F)C1=CC=C(N=N1)NC1C[C@@H]2[C@@H](CN(C2)CC2CCCCC2)C1